C(C)OC1=C(C=NC=C1)COC1=CC=C(C=C1)C=1C=C(C(NC1C(F)(F)F)=O)C(=O)N 5-(4-((4-ethoxypyridin-3-yl)methoxy)phenyl)-2-oxo-6-(trifluoromethyl)-1,2-dihydropyridine-3-carboxamide